COC1=CC=C(C=C1)CN1N=CN=N1 2-[(4-methoxyphenyl)methyl]-2H-1,2,3,4-tetrazol